4'-(diphenylamino)-5-methoxy-[1,1'-biphenyl] C1(=CC=CC=C1)N(C1=CC=C(C=C1)C1=CC=CC(=C1)OC)C1=CC=CC=C1